FC1=CC=CC=2C(=NCC(OC21)(C)C)C=2C=NC1=CC=CC=C1C2 9-fluoro-2,2-dimethyl-5-(3-quinolinyl)-3H-1,4-benzooxazepine